(4R)-4-[3-[3-[4-(4-Chloro-2-fluoro-phenyl)-3-methylsulfonyl-phenyl]azetidin-1-yl]-3-oxo-propyl]oxazolidin-2-one ClC1=CC(=C(C=C1)C1=C(C=C(C=C1)C1CN(C1)C(CC[C@H]1NC(OC1)=O)=O)S(=O)(=O)C)F